BrC=1C(=C(C=NC1)NC(CC)=O)C=O N-(5-bromo-4-formylpyridin-3-yl)propanamide